CN1C(=NC2=C1C=CC=C2)COC2=CC=C(C=C2)C2=NN=CN2C2=CC=NC=C2 1-Methyl-2-[4-(4-pyridin-4-yl-4H-[1,2,4]triazol-3-yl)-phenoxymethyl]-1H-benzoimidazole